N-(4-(6-chloropyrimidin-4-yl)-2-methylbenzyl)-3-isopropoxyazetidine-1-carboxamide ClC1=CC(=NC=N1)C1=CC(=C(CNC(=O)N2CC(C2)OC(C)C)C=C1)C